tert-butyl ((2R,3S)-2-benzyl-1-(1-(4-fluorophenyl)-1H-indazol-5-yl)-5-oxopyrrolidin-3-yl)carbamate C(C1=CC=CC=C1)[C@H]1N(C(C[C@@H]1NC(OC(C)(C)C)=O)=O)C=1C=C2C=NN(C2=CC1)C1=CC=C(C=C1)F